N-(2-(5,6-difluoro-1H-indol-3-yl)ethyl)-N-methylbut-3-en-2-amine FC=1C=C2C(=CNC2=CC1F)CCN(C(C)C=C)C